[4-(2-chlorophenyl)thiazol-2-yl]-5-morpholino-pyridine-2-carboxamide ClC1=C(C=CC=C1)C=1N=C(SC1)C=1C(=NC=C(C1)N1CCOCC1)C(=O)N